C1CC[C@H]([C@@H](C1)N)N 1R,2R-diaminocyclohexane